3-(4-methyl-3-pentenyl)-3-cyclohexene-1-carbaldehyde CC(=CCCC=1CC(CCC1)C=O)C